ClC1=CC=2C=3C=CC(=CC3N(C(N(C2N=C1)CC)=O)C1=C(C=C(C=C1F)N[C@H](CNCCO)C)F)Cl 4,13-dichloro-10-(2,6-difluoro-4-{[(2S)-1-[(2-hydroxyethyl)amino]propan-2-yl]amino}phenyl)-8-ethyl-6,8,10-triazatricyclo[9.4.0.02,7]pentadeca-1(11),2(7),3,5,12,14-hexaen-9-one